OC1=C(C=C(C=C1C(C)(C)CC)C(C)(C)CC)N1N=C2C(=N1)C=CC=C2 2-(2-hydroxy-3,5-di-tert-pentylphenyl)benzotriazole